Cl.N[C@@H](CC(=O)OC)C=1C=C(C=CC1)C1=C(C=CC=C1C)CCCCC=C Methyl (S)-3-amino-3-(2'-(hex-5-en-1-yl)-6'-methyl-[1,1'-biphenyl]-3-yl)propanoate hydrochloride